[7-hydroxy-1-(6-hydroxyhexyl)heptyl]-N-[2-(diethylamino)ethyl]carbamate OCCCCCCC(CCCCCCO)OC(NCCN(CC)CC)=O